2-((1R,5S,6s)-3-(7,7-difluoro-2-(3-fluoro-2-methylazetidin-1-yl)-6,7-dihydro-5H-cyclopenta[d]pyrimidin-4-yl)-3-azabicyclo[3.1.0]hexan-6-yl)acetic acid FC1(CCC2=C1N=C(N=C2N2C[C@@H]1C([C@@H]1C2)CC(=O)O)N2C(C(C2)F)C)F